Cl.N1C[C@H](CC1)NC(=O)C1CC1 (S)-N-(pyrrolidin-3-yl)cyclopropanecarboxamide hydrochloride